ethyl N-(2-chlorobenzyl)-P-((5-(5-(chlorodifluoromethyl)-1,2,4-oxadiazol-3-yl)pyridin-2-yl)methyl)phosphonamidate ClC1=C(CNP(OCC)(=O)CC2=NC=C(C=C2)C2=NOC(=N2)C(F)(F)Cl)C=CC=C1